ClC=1C=C(C=CC1C(=O)N1CCN(CC1)C(CN(C)C)=O)NC(=O)C=1N(C(=CN1)C1=CC=C(C=C1)C=1C(=NNC1)C)C N-[3-chloro-4-[4-[2-(dimethylamino)acetyl]piperazine-1-carbonyl]phenyl]-1-methyl-5-[4-(3-methyl-1H-pyrazol-4-yl)phenyl]imidazole-2-carboxamide